(S)-1-(2-(2-aminopyridin-4-yl)propan-2-yl)-4-(trifluoromethyl)imidazolidin-2-one NC1=NC=CC(=C1)C(C)(C)N1C(N[C@@H](C1)C(F)(F)F)=O